2-[7-bromo-4-(1-fluoroethyl)-1-oxo-phthalazin-2-yl]-N-pyrimidin-2-yl-acetamide BrC1=CC=C2C(=NN(C(C2=C1)=O)CC(=O)NC1=NC=CC=N1)C(C)F